C1(CCCC1)NC1=NC(=NC=C1C=O)SC (cyclopentylamino)-2-(methylthio)pyrimidine-5-carbaldehyde